(4S,7S,9aS)-8,8-dimethyl-4-((S)-2-(methylamino)propanamido)-5-oxo-N-((R)-thiochroman-4-yl)octahydropyrrolo[2,1-b][1,3]oxazepine-7-carboxamide hydrochloride Cl.CC1(C[C@@H]2OCC[C@@H](C(N2[C@@H]1C(=O)N[C@@H]1CCSC2=CC=CC=C12)=O)NC([C@H](C)NC)=O)C